NC(CC(=O)O)CC(=O)O β-aminoglutaric acid